2-(5-(2-((2,3-dihydro-1H-inden-2-yl)amino)-4-(trifluoromethyl)pyrimidin-5-yl)-1,3,4-oxadiazol-2-yl)-1-(1,4,6,7-tetrahydro-5H-[1,2,3]triazolo[4,5-c]pyridin-5-yl)ethan-1-one C1C(CC2=CC=CC=C12)NC1=NC=C(C(=N1)C(F)(F)F)C1=NN=C(O1)CC(=O)N1CC2=C(CC1)NN=N2